C[C@H]1N(S(OC1)(=O)=O)C(=O)OCC1=CC=CC=C1 benzyl (R,S)-4-methyl-1,2,3-oxathiazolidine-3-carboxylate 2,2-dioxide